FC1=C2C=C(NC2=CC=C1OC1=NC2=CC=C(C=C2C=N1)OC)C (4-fluoro-2-methyl-1H-indol-5-yloxy)-6-methoxyquinazoline